tert-butyl (R)-(4-methoxybenzyl)(2-((2-(pyrrolidin-2-ylmethoxy)pyridin-3-yl)oxy)ethyl)carbamate COC1=CC=C(CN(C(OC(C)(C)C)=O)CCOC=2C(=NC=CC2)OC[C@@H]2NCCC2)C=C1